2-[(2S,4R)-4-hydroxy-1-[2-(3-methoxy-1,2-oxazol-5-yl)-3-methylbutyryl]pyrrolidin-2-yl]-N-methyl-N-(1-pyridin-4-ylpiperidin-4-yl)-1H-imidazole-4-carboxamide O[C@@H]1C[C@H](N(C1)C(C(C(C)C)C1=CC(=NO1)OC)=O)C=1NC=C(N1)C(=O)N(C1CCN(CC1)C1=CC=NC=C1)C